C(CCCCCCCCCCCCCCCC)N(C(\C=C\C(=O)O)=O)CCCCCCCCCCCCCCCCC N,N-di-n-heptadecyl-fumaric acid amide